CS(=O)(=O)[O-].C(CCCCCCCCC)[NH+]1C=C(C=C1)CC 1-Decyl-3-ethylpyrrolium methanesulfonate